OC1=CC=C2C=CC=C(C2=C1)CCNC(CCOCC=1C=NC(=CC1)N1CCCCC1)=O N-(2-(7-hydroxynaphthalen-1-yl)ethyl)-3-((6-(piperidin-1-yl)pyridin-3-yl)methoxy)propanamide